FC1=C(C(=CC2=CN(N=C12)C)N=C(C1=CC=CC=C1)C1=CC=CC=C1)C N-(7-fluoro-2,6-dimethyl-2H-indazol-5-yl)-1,1-diphenylmethanimine